2-(benzyl(methyl)amino)-N-(4-(1-cyanocyclopentyl)phenyl)nicotinamide C(C1=CC=CC=C1)N(C1=C(C(=O)NC2=CC=C(C=C2)C2(CCCC2)C#N)C=CC=N1)C